C1(CC1)NC1CN(C1)C1=CC=C(C=C1)N1C(N(CC1)C1=NC(=CC=C1)C1=NN=CN1C(C)C)=O 1-(4-(3-(cyclopropylamino)azetidin-1-yl)phenyl)-3-(6-(4-isopropyl-4H-1,2,4-triazol-3-yl)pyridin-2-yl)imidazolidin-2-one